3-(4-(2-methyl-1,3-dioxolan-2-yl)butoxy)pyrrolidine-1-carboxylic acid tert-butyl ester C(C)(C)(C)OC(=O)N1CC(CC1)OCCCCC1(OCCO1)C